NC1=NC(=C2N=CN(C2=N1)[C@H]1C[C@H](C1)COP(=O)(OC1=CC=C(C=C1)Br)NCC(=O)OC)OC Methyl (((cis-3-(2-amino-6-methoxy-9H-purin-9-yl)cyclobutyl)methoxy)(4-bromophenoxy)phosphoryl)glycinate